COS(=O)(=O)CCC1=CC(=CC=C1)OCC1=C(C(=CC=C1)OC)OC 3-((2,3-Dimethoxybenzyl)oxy)benzylmethanesulfonic acid methyl ester